C(C)OC(=O)C=1OC2=C(C1I)C=CC(=C2)Cl 6-Chloro-3-iodo-1-benzofuran-2-carboxylic acid ethyl ester